(E)-(7-(3-(1H-imidazol-1-yl)prop-1-en-1-yl)-1-(cyclopropylmethyl)-1H-indol-2-yl)methanol N1(C=NC=C1)C/C=C/C=1C=CC=C2C=C(N(C12)CC1CC1)CO